(1,1')-bipyrrolidinium [NH+]1(CCCC1)[NH+]1CCCC1